NC1=C2C(=NC=N1)N(N=C2C2=CC=C(C=C2)OC2=CC=CC=C2)C2CCN(CC2)CC2CN(CC2)CC2CCN(CC2)C=2C=C1CN(C(C1=CC2)=O)C2C(NC(CC2)=O)=O 3-(5-(4-((3-((4-(4-amino-3-(4-phenoxyphenyl)-1H-pyrazolo(3,4-d)pyrimidin-1-yl)piperidin-1-yl)methyl)pyrrolidin-1-yl)methyl)piperidin-1-yl)-1-oxoisoindolin-2-yl)piperidine-2,6-dione